O(C1=CC=CC=C1)C1=C2C(=NC=C1)NC=C2C2=NC(=NC=C2)O 4-(4-phenoxy-1H-pyrrolo[2,3-b]pyridin-3-yl)pyrimidin-2-ol